ClC1=C(C=C(C=C1)F)[C@H]1NC(C2=C3C(=CC(=C12)NC(=O)N1C[C@](C2=CC(=CC=C12)F)(C(F)(F)F)O)OCCO3)=O |o1:22| (R*)-N-((S)-7-(2-chloro-5-fluorophenyl)-9-oxo-2,3,8,9-tetrahydro-7H-[1,4]dioxino[2,3-e]isoindol-6-yl)-5-fluoro-3-hydroxy-3-(trifluoromethyl)indoline-1-carboxamide